Ethyl (S)-3-(3-(4-Hydroxy-1,5-dimethyl-2-oxo-1,2-dihydropyridin-3-yl)ureido)-3-(3'-methoxybiphenyl-3-yl)propanoat OC1=C(C(N(C=C1C)C)=O)NC(N[C@@H](CC(=O)OCC)C=1C=C(C=CC1)C1=CC(=CC=C1)OC)=O